NC1=NC=NN2C1=C(C=C2C=2C=NN(C2)CCO)C2=CC(=C(C=C2)CN2N=CC(=C2)F)OC 2-(4-(4-amino-5-(4-((4-fluoro-1H-pyrazol-1-yl)methyl)-3-methoxyphenyl)pyrrolo[2,1-F][1,2,4]triazin-7-yl)-1H-pyrazol-1-yl)ethan-1-ol